CC(C)(C)[S@@](=O)N[C@@H]1C=2C(=NC=CC2)CC12CCNCC2 (R)-2-methyl-N-[(5S)-spiro[5,7-dihydrocyclopenta[b]pyridine-6,4'-piperidine]-5-yl]propane-2-sulfinamide